BrC1=CSC2=C1NC(=C2I)C(=O)OC methyl 3-bromo-6-iodo-4H-thieno[3,2-b]pyrrole-5-carboxylate